C(C)(C)(C)OC(NC1=C(C=CC(=C1)N1CCC(CC1)N1CCC(CC1)(C)O)N)=O tert-butyl(2-amino-5-(4-hydroxy-4-methyl-[1,4'-bipiperidin]-1'-yl)phenyl)carbamate